(R)-1-(3-(3-(2-cyano-3-oxo-3-(tetrahydro-2H-pyran-4-ylamino)prop-1-enyl)phenoxy)Propionamido)-2-phenylethyl-boronic acid C(#N)C(=CC=1C=C(OCCC(=O)N[C@@H](CC2=CC=CC=C2)B(O)O)C=CC1)C(NC1CCOCC1)=O